FC=1C=C(C=CC1F)N1CC2(C=3C1=NC=C(N3)C(=O)N3C(C(NCC3)=O)(C)C)CC(C2)(C)C 4-(5'-(3,4-difluorophenyl)-3,3-dimethyl-5',6'-dihydrospiro[cyclobutane-1,7'-pyrrolo[2,3-b]pyrazine]-2'-carbonyl)-3,3-dimethylpiperazin-2-one